tert-butyl 2-(2-aminoacetamido)acetate NCC(=O)NCC(=O)OC(C)(C)C